BrC=1C=C(C=2N(C1)C=C(N2)C)OC2=C(C=CC=C2)Cl 6-bromo-8-(2-chlorophenoxy)-2-methyl-imidazo[1,2-a]pyridine